3,4-epoxycyclohexylmethyl 3,4-Epoxycyclohexane-carboxylate C1(CC2C(CC1)O2)C(=O)OCC2CC1C(CC2)O1